ClC1=CC=C(CC=2C=C(C=CC2C)C(=O)[C@H]2[C@H]([C@H]3[C@H](OC(O3)(C)C)O2)O)C=C1 (3-(4-Chlorobenzyl)-4-methylphenyl)((3aS,5R,6S,6aS)-6-hydroxy-2,2-dimethyltetrahydrofuro[2,3-d][1,3]dioxol-5-yl)methanone